BrC=1C=NC2=C(C=CC=C2C1)S(=O)(=O)[O-].[K+] potassium 3-bromo-8-quinolinesulfonate